O[C@H]1C[C@@H](CC2=CC[C@H]3[C@@H]4CC[C@H]([C@@H](CCCC(C)C)C)[C@]4(CC[C@@H]3[C@@]12C)C)O 1α-hydroxycholesterol